C(C)C(COC(C(C(C)C)NP(=O)(OC1=CC=CC=C1)OC1=C(C(=C(C(=C1F)F)F)F)F)=O)CC 3-methyl-2-(((perfluorophenoxy)(phenoxy)phosphoryl)amino)butanoic acid (2S)-2-ethylbutyl ester